N1N=CN=C1C=1C=C(C=NC1)C=1C=C(C=CC1)N(C(O)=O)CC1=CC2=CC=CC=C2C=C1.ClCC(=O)NC1(CCC2(OCCO2)CC1)CO 2-chloro-N-[8-(hydroxymethyl)-1,4-dioxaspiro[4.5]dec-8-yl]acetamide 3-(5-(1H-1,2,4-triazol-5-yl)pyridin-3-yl)phenyl-(naphthalen-2-ylmethyl)carbamate